FC1=CC=C2C(=N1)N(N=C2)C2CCOCC2 6-fluoro-1-(tetrahydro-2H-pyran-4-yl)-1H-pyrazolo[3,4-b]pyridine